methyl 4-{2-[3,3-dimethyl-2-oxo-5-(trifluoromethyl)indol-1-yl]acetamido}-4-methylpentanoate CC1(C(N(C2=CC=C(C=C12)C(F)(F)F)CC(=O)NC(CCC(=O)OC)(C)C)=O)C